N-(2-carbamoyl-4-chloro-6-methyl-phenyl)-2-(3-chloro-2-pyridinyl)-5-(1-fluorocyclopropyl)pyrazole-3-carboxamide C(N)(=O)C1=C(C(=CC(=C1)Cl)C)NC(=O)C=1N(N=C(C1)C1(CC1)F)C1=NC=CC=C1Cl